(6-(trifluoromethyl)-[1,2,4]triazolo[4,3-a]pyridin-3-yl)(4-(2-(trifluoromethyl)phenyl)piperidin-1-yl)methanone FC(C=1C=CC=2N(C1)C(=NN2)C(=O)N2CCC(CC2)C2=C(C=CC=C2)C(F)(F)F)(F)F